(R)-6-(4-cyclopropyl-2-hydroxyphenyl)-4-methyl-3-((1-methylpiperidin-3-yl)amino)-1,2,4-triazin-5(4H)-one C1(CC1)C1=CC(=C(C=C1)C=1C(N(C(=NN1)N[C@H]1CN(CCC1)C)C)=O)O